COC1=CC=C(C=C1)CN 4-methoxybenzenemethanamine